OC(CCCCCCCCCCC(=O)[O-])CCCCCC 12-Hydroxystearat